(5R)-3-[6-(4,4-dimethylisochroman-6-yl)oxy-3-pyridinyl]-5-ethyl-5-methyl-imidazolidine-2,4-dione CC1(COCC2=CC=C(C=C12)OC1=CC=C(C=N1)N1C(N[C@](C1=O)(C)CC)=O)C